C(C1=CC=CC=C1)N1CC2(CCC2)[C@@H](C1)CNS(=O)(=O)C1=CC=C(C=C1)OC(F)(F)F (S)-N-((6-benzyl-6-azaspiro[3.4]octan-8-yl)methyl)-4-(trifluoromethoxy)benzenesulfonamide